FN[C@@H](CC1=CNC2=CC=CC=C12)C(=O)O fluoro-L-tryptophan